CC=1OCCC1C(=O)O 2-METHYL-4,5-DIHYDRO-FURAN-3-CARBOXYLIC ACID